3-((6-chloro-3-methylpyridin-2-yl)(methyl)amino)azetidine-1-carboxylic acid tert-butyl ester C(C)(C)(C)OC(=O)N1CC(C1)N(C)C1=NC(=CC=C1C)Cl